2-(3,5-dicyanophenyl)-2-(3,3-difluorocyclopentyl)-N-(1-methyl-5-(trifluoromethyl)-1H-pyrazol-3-yl)acetamide C(#N)C=1C=C(C=C(C1)C#N)C(C(=O)NC1=NN(C(=C1)C(F)(F)F)C)C1CC(CC1)(F)F